Tert-butyl (1R,2S)-2-[1-(tert-butoxycarbonyl)-3-[(3-hydroxy-2,3-dihydro-1-benzofuran-7-yl)amino]indazol-6-yl]-5'-methoxy-2'-oxospiro[cyclopropane-1,3'-indole]-1'-carboxylate C(C)(C)(C)OC(=O)N1N=C(C2=CC=C(C=C12)[C@@H]1C[C@@]12C(N(C1=CC=C(C=C21)OC)C(=O)OC(C)(C)C)=O)NC2=CC=CC=1C(COC12)O